1-[4-(5-Cyclopropylmethoxymethyl-thiophen-3-yl)-2,6-difluoro-phenyl]-piperidin-4-yl-Acetic acid C1(CC1)COCC1=CC(=CS1)C1=CC(=C(C(=C1)F)N1CCC(CC1)CC(=O)O)F